indeno[2,3-a]carbazole C1=CC=CC2=C1C=C1C2=CC=C2C3=CC=CC=C3N=C12